C(CCCCCCC)OC(C1=CC=C(C=C1)N(C)C)=O octyl-p-N,N-dimethylaminobenzoate